(R)-1-((2-(2'-Chloro-2-methyl-3'-(3-((2-oxooxazolidin-3-yl)methyl)-1,7-naphthyridin-8-ylamino)biphenyl-3-yl)-7-cyanobenzo[d]oxazol-5-yl)methyl)pyrrolidin ClC1=C(C=CC=C1NC=1N=CC=C2C=C(C=NC12)CN1C(OCC1)=O)C1=C(C(=CC=C1)C=1OC2=C(N1)C=C(C=C2C#N)CN2CCCC2)C